C(=O)(O)C1=C(C=CC(=C1)C(=O)O)C1=NC(=CC(=C1)C1=CC(=CC=C1)C(=O)O)C1=C(C=C(C=C1)C(=O)O)C(=O)O 2,6-bis(2,4-dicarboxyphenyl)-4-(3-carboxyphenyl)pyridine